N-[(2S,3R,4R,5R,6S)-4,5-dihydroxy-6-(1H-imidazo[4,5-c]pyridin-4-ylamino)-2-methyl-tetrahydropyran-3-yl]-2-(methylamino)acetamide O[C@@H]1[C@H]([C@@H](O[C@@H]([C@@H]1O)NC1=NC=CC2=C1N=CN2)C)NC(CNC)=O